OCC[S@@](=O)(=N)C1=C(C(=O)N)C=CC(=N1)C ((S)-2-hydroxyethylsulfonimidoyl)-6-methylnicotinamide